NCC(=O)NC1=CC=C(C=C1)C#CC1=CC=CC=C1 2-amino-N-[4-(2-phenylethynyl)phenyl]acetamide